8-chloro-6-(((1-cyclopropyl-1H-1,2,3-triazol-4-yl)(2-methylpyridin-3-yl)methyl-d)amino)-4-((5,6-difluoropyridin-3-yl)amino)quinoline-3-carbonitrile ClC=1C=C(C=C2C(=C(C=NC12)C#N)NC=1C=NC(=C(C1)F)F)NC([2H])(C=1C(=NC=CC1)C)C=1N=NN(C1)C1CC1